methyl 3-[3-(1-methoxyprop-1-en-2-yl)phenyl]-2,2-dimethylpropanoate COC=C(C)C=1C=C(C=CC1)CC(C(=O)OC)(C)C